methyl (2R,3R)-2,3-bis(benzyloxy)-4-(dimethylamino)-4-oxobutanoate C(C1=CC=CC=C1)O[C@@H](C(=O)OC)[C@H](C(=O)N(C)C)OCC1=CC=CC=C1